(3R)-3-(4-chlorophenyl)-2-[(5-chloropyridin-2-yl)methyl]-6-(2-hydroxy-1-{4H,5H,6H,7H-[1,2,3]triazolo[1,5-a]pyrazin-5-yl}propan-2-yl)-3-methoxy-2,3-dihydro-1H-isoindol-1-one ClC1=CC=C(C=C1)[C@@]1(N(C(C2=CC(=CC=C12)C(CN1CC=2N(CC1)N=NC2)(C)O)=O)CC2=NC=C(C=C2)Cl)OC